3-((4'-cyano-4-hydroxy-[1,1'-biphenyl]-3-yl)(4-(2,3-dichlorophenyl)piperazin-1-yl)methyl)-N-cyclopentyl-benzamide C(#N)C1=CC=C(C=C1)C1=CC(=C(C=C1)O)C(C=1C=C(C(=O)NC2CCCC2)C=CC1)N1CCN(CC1)C1=C(C(=CC=C1)Cl)Cl